9-(2-chloroethyl)-2,9-diazaspiro[5.5]Undecan-1-one ClCCN1CCC2(CCCNC2=O)CC1